7-bromo-1-methyl-2-oxo-4-[4-(phenylthio)piperidin-1-yl]-1,2-dihydroquinoline-3-carbonitrile BrC1=CC=C2C(=C(C(N(C2=C1)C)=O)C#N)N1CCC(CC1)SC1=CC=CC=C1